Cl.C(C1=CC=CC=C1)N1CCC(CC1)N1N=CC=C(C1=O)N1CCCCC1 2-(1-Benzylpiperidin-4-yl)-4-(piperidin-1-yl)-2,3-dihydropyridazin-3-on Hydrochlorid